3-(5-ethyl-1,3-thiazol-2-yl)-5-(oxetan-3-yloxy)-N-{(1R)-1-[2-(trifluoromethyl)pyrimidin-5-yl]ethyl}benzamide C(C)C1=CN=C(S1)C=1C=C(C(=O)N[C@H](C)C=2C=NC(=NC2)C(F)(F)F)C=C(C1)OC1COC1